C1(CC1)NC1=NC(=CC(=N1)OC1CNCC1)C 3-((2-(cyclopropylamino)-6-methylpyrimidin-4-yl)oxy)pyrrolidin